4-(4-((1-(4-((S)-2-(3-Chloro-4-cyanophenyl)-3-methyl-2,8-diazaspiro[4.5]decan-8-yl)benzoyl)piperidin-4-yl)methyl)piperazin-1-yl)-N-((S)-2,6-dioxopiperidin-3-yl)-2-fluorobenzamide ClC=1C=C(C=CC1C#N)N1CC2(C[C@@H]1C)CCN(CC2)C2=CC=C(C(=O)N1CCC(CC1)CN1CCN(CC1)C1=CC(=C(C(=O)N[C@@H]3C(NC(CC3)=O)=O)C=C1)F)C=C2